3-(aminooxy)-8-oxabicyclo[3.2.1]octane-3-carboxylic acid tert-butyl ester C(C)(C)(C)OC(=O)C1(CC2CCC(C1)O2)ON